CC1=CC(=NN1)NC1=NC(=C2C=CC=NC2=C1)C1(C[C@H]2CC[C@@H](C1)N2)N (1R,3s,5S)-3-{7-[(5-Methyl-1H-pyrazol-3-yl)amino]-1,6-naphthyridin-5-yl}-8-azabicyclo[3.2.1]octane-3-amine